C(C)(C)(C)N1C[C@]2(C[C@H]1CO)C(NC1=CC=C(C=C12)C)=O tert-butyl-(3R,5'S)-5'-(hydroxymethyl)-5-methyl-2-oxospiro[indoline-3,3'-pyrrolidine]